(S) or (R)-N'-((2,6-dicyclopropyl-3,5-dimethylpyridin-4-yl)carbamoyl)-4-(2-hydroxypropan-2-yl)thiophene-2-sulfonimidamide C1(CC1)C1=NC(=C(C(=C1C)NC(=O)N=[S@@](=O)(N)C=1SC=C(C1)C(C)(C)O)C)C1CC1 |o1:14|